FC1=C(C=C2C(N(C(NC2=C1)=O)C1=CN=CC2=CC=CC=C12)=O)C(F)(F)F 7-fluoro-3-(isoquinolin-4-yl)-6-(trifluoromethyl)quinazoline-2,4(1H,3H)-dione